OC=1C=C(C=CC1OC)CCC1=CC(=CC(=C1)OC)O 3,3'-dihydroxy-4,5'-dimethoxybibenzyl